C(\C=C\C1=CC(OC)=C(O)C=C1)(=O)NCCC1=CC=C(C=C1)O N-feruloyl-tyramine